3,10-dioxa-2,7,13-triazapentadecan CNOCCCNCCOCCNCC